Tungsten-copper-lithium [Li].[Cu].[W]